CCCCCCCCCCCCCCCCCCCCC(C(=O)N[C@@H](COP(=O)([O-])OCC[N+](C)(C)C)[C@@H](/C=C/CCCCCCCCCC(C)C)O)O The molecule is an N-acyl-15-methylhexadecasphing-4-enine-1-phosphocholine in which the acyl group has 22 carbons and 0 double bonds and is 2-hydroxylated. It derives from a 15-methylhexadecasphing-4-enine.